FC=1C=CC(=NC1)NC(CC1C=2N(C=CC1=O)N=CC2)=O 4-(2-((5-fluoropyridin-2-yl)amino)-2-oxoethyl)-5-oxo-4,5-dihydropyrazolo[1,5-a]pyridine